S(N)(=O)(=O)C1=CC(=C(C=C1)NCC1CN(C1)C(=O)OC(C)(C)C)S(=O)(=O)C(F)(F)F tert-butyl 3-(((4-sulfamoyl-2-((trifluoromethyl)sulfonyl)phenyl)amino)methyl)azetidine-1-carboxylate